1-(4-(4-chloro-3-methoxyphenyl)-5-(isopropylsulfanyl)thiazol-2-yl)-4-(2,6-dimethylpyridin-4-yl)-3-methyl-1H-pyrazole-5-carboxylic acid ClC1=C(C=C(C=C1)C=1N=C(SC1SC(C)C)N1N=C(C(=C1C(=O)O)C1=CC(=NC(=C1)C)C)C)OC